(3R,5S)-5-[2-({4-[(tert-butoxycarbonyl)aminosulfonyl]phenyl}amino)pyrimidin-5-yl]oxolan-3-yl N-isopropylcarbamate C(C)(C)NC(O[C@H]1CO[C@@H](C1)C=1C=NC(=NC1)NC1=CC=C(C=C1)S(=O)(=O)NC(=O)OC(C)(C)C)=O